N-octyl-acrylamide C(CCCCCCC)NC(C=C)=O